ethyl 3-[(3-ethoxy-3-oxo-propanoyl)amino]-2-methyl-3-[6-(trifluoromethyl)-3-pyridyl]propanoate C(C)OC(CC(=O)NC(C(C(=O)OCC)C)C=1C=NC(=CC1)C(F)(F)F)=O